C12CCCCCC2=CCCC1 bicyclo(5.4.0)-7-undecene